(S)-1-methyl-4-(3-(2-methyl-5-((5-(trifluoromethyl)pyridin-3-yl)carbamoyl)phenyl)pyrrolidin-1-yl)-1H-pyrazole-5-carboxamide CN1N=CC(=C1C(=O)N)N1C[C@@H](CC1)C1=C(C=CC(=C1)C(NC=1C=NC=C(C1)C(F)(F)F)=O)C